OC(CN(CCCC(=O)OCCN1CCN(CC1)CCSSCCCCN(CC(CCCCCC\C=C/CCCCCCCC)O)CC(CCCCCC\C=C/CCCCCCCC)O)CC(CCCCCCCCCCCC)O)CCCCCCCCCCCC 2-(4-(2-((4-(Bis((Z)-2-hydroxyoctadec-9-en-1-yl)amino)butyl)disulfaneyl)ethyl)piperazin-1-yl)ethyl 4-(bis(2-hydroxytetradecyl)amino)butanoate